allyloxy-anisole C(C=C)OC1=C(C=CC=C1)OC